F[C@H]1C[C@H](N(C1)C(CN1C[C@H](CC1)NC1=C2C=CC=NC2=C(C=C1)OC(F)(F)F)=O)C#N (2S,4S)-4-fluoro-1-[2-[(3S)-3-[[8-(trifluoromethoxy)-5-quinolinyl]amino]pyrrolidin-1-yl]acetyl]pyrrolidine-2-carbonitrile